5-(4,4,5,5-Tetramethyl-1,3,2-dioxaborolan-2-yl)thiophene-3-carboxylic acid methyl ester COC(=O)C1=CSC(=C1)B1OC(C(O1)(C)C)(C)C